C(C)(C)OC1=C(C(=CC=C1)OC(C)C)C1=CC=CC=C1 2,6-diisopropyloxybiphenyl